CC1(O[C@@H]2[C@H](O1)C(=C[C@H]2N2C=CC1=C2N=CN=C1C)C=O)C (3aS,4R,6aR)-2,2-Dimethyl-4-(4-methyl-7H-pyrrolo[2,3-d]pyrimidin-7-yl)-3a,6a-dihydro-4H-cyclopenta[d][1,3]dioxole-6-carbaldehyde